Nonylphenyl phosphate P(=O)(OC1=C(C=CC=C1)CCCCCCCCC)([O-])[O-]